CN(C)C[C-]1C=CC=C1.C(C)(C)[C-]1C=CC=C1.[Fe+2] 1-dimethylaminomethyl-1'-isopropylferrocene